C(C=C)N1C(C2=NC(=CC=C2C1=O)NC1=NC=C(C(=N1)N[C@H](CO)C1=CC=CC=C1)C1=NC(=NO1)C1=CC=NC=C1)(C)C (S)-6-allyl-2-((4-((2-hydroxy-1-phenylethyl)amino)-5-(3-(pyridin-4-yl)-1,2,4-oxadiazol-5-yl)pyrimidin-2-yl)amino)-7,7-dimethyl-6,7-dihydro-5H-pyrrolo[3,4-b]pyridin-5-one